CN([C@@H]1CC([C@H](CC1)NC=1C=C2C(=CN1)OC(=C2)C#N)(C)C)C 5-(((1S,4S)-4-(dimethylamino)-2,2-dimethylcyclohexyl)amino)furo[2,3-c]pyridine-2-carbonitrile